ClC=1C=NC=C(C1[C@@H](C)OC=1C=C2C(=NNC2=CC1)C=1C=CC(=NC1)N1CC(C1)(C)N1CCOCC1)Cl [1-[5-[5-[(1R)-1-(3,5-dichloro-4-pyridinyl)ethoxy]-1H-indazol-3-yl]-2-pyridinyl]-3-methyl-azetidin-3-yl]morpholine